ClC=1C=CC(=C(C(=O)O)C1)NC1=C(C=NC2=CC=C(C=C12)Cl)N1CCNCC1 5-chloro-2-[(6-chloro-3-piperazin-1-yl-4-quinolyl)amino]benzoic acid